C(C=C)N(C(=O)CCC(C(=O)O)NC(=O)OC(C)(C)C)CC1=C(C=C(C=C1)OC)O 4-[allyl-(2-hydroxy-4-methoxy-benzyl)-carbamoyl]-2-tert-butoxycarbonylamino-butyric acid